[4-[(isoquinoline-1-carbonylamino)methyl]phenyl]boronic acid C1(=NC=CC2=CC=CC=C12)C(=O)NCC1=CC=C(C=C1)B(O)O